O=C1N(CCC(N1)=O)N1C(C2=CC=C(C=C2C1=O)CN1CCN(CC1)C1=NC=C(C=C1)C(F)(F)F)=O 2-(2,4-dioxotetrahydropyrimidin-1(2H)-yl)-5-((4-(5-(trifluoromethyl)pyridin-2-yl)piperazin-1-yl)methyl)isoindoline-1,3-dione